O1CCN(CC1)C1=CC(OC2=C1C=CC=C2)=O 4-morpholino-2H-benzopyran-2-one